NC\C=C(\CN1N=NC2=C1C=C(C=C2C=2C=C(C=CC2)S(=O)(=O)N(C)C)C(=O)N2CCCC2)/F (Z)-3-(1-(4-amino-2-fluoro-but-2-en-1-yl)-6-(pyrrolidine-1-carbonyl)-1H-benzo[d][1,2,3]triazol-4-yl)-N,N-dimethylbenzenesulfonamide